1-(5-Chloro-2-(1H-tetrazol-1-yl)phenyl)ethan-1-one ClC=1C=CC(=C(C1)C(C)=O)N1N=NN=C1